2-(3,5-Dichlorophenyl)-1,3-benzoxazole-6-carboxylic acid ClC=1C=C(C=C(C1)Cl)C=1OC2=C(N1)C=CC(=C2)C(=O)O